C(C)OC(C(=O)OCC)O ethyl ethoxyhydroxyacetate